(R)-1-(3-methyl-pyridin-2-yl)ethan-1-amine CC=1C(=NC=CC1)[C@@H](C)N